3-methyl-2-(1,4-dioxaspiro[4.5]decan-8-yl)aniline CC=1C(=C(N)C=CC1)C1CCC2(OCCO2)CC1